Phosphoric Acid mono-(2-{[(1aR,5aR)-2-(4-Cyano-pyridin-2-yl)-1a,2,5,5a-tetrahydro-1H-2,3-diaza-cyclopropa[a]pentalene-4-carbonyl]-amino}-2-methylpropyl) Ester C(#N)C1=CC(=NC=C1)N1N=C(C=2C[C@@H]3[C@H](C12)C3)C(=O)NC(COP(O)(O)=O)(C)C